C(#N)C1=CC=C(CNC=2C=CC(=C(C(=O)NC3=CC=C(C=C3)C)C2)N2CCCCC2)C=C1 5-((4-cyanobenzyl)amino)-2-(piperidin-1-yl)-N-(p-tolyl)benzamide